2-methyl-N-[2-(2-oxo-imidazolidin-1-yl)ethyl]prop-2-enamide CC(C(=O)NCCN1C(NCC1)=O)=C